OC1(CC(C1)C(=O)N1CC2(C1)CC(C2)CC2=CC=C1C=NN(C1=C2)C(C)C)C ((1s,3s)-3-Hydroxy-3-methylcyclobutyl)(6-((1-isopropyl-1H-indazol-6-yl)methyl)-2-azaspiro[3.3]heptan-2-yl)methanon